FC(CCCOC1CC(C1)O)(COC1OCCCC1)F 3-(4,4-difluoro-5-tetrahydropyran-2-yloxy-pentyloxy)cyclobutanol